9-(3-aminophenyl)-N-(4-methoxybenzyl)-8-phenyl-9H-purin-2-amine NC=1C=C(C=CC1)N1C2=NC(=NC=C2N=C1C1=CC=CC=C1)NCC1=CC=C(C=C1)OC